C(C1=CC=CC=C1)OCC(=O)N1C(OC[C@@H]1C1=CC=CC=C1)=S (S)-2-(Benzyloxy)-1-(4-phenyl-2-thioxooxazolidin-3-yl)ethan-1-one